CC1(OC=2C=C(C=C(C2C2[C@H]1CC=C(C2)C)O)C(C)C(CCCCC)C)C (6Ar)-6,6,9-trimethyl-3-(3-methyloctan-2-yl)-6a,7,10,10a-tetrahydrobenzo[c]chromen-1-ol